ClC=1C=C(C=CC1Cl)C=1N(C(=CC(C1C(=O)OCC)=O)CN1N=C(C=C1)I)CC ethyl 2-(3,4-dichlorophenyl)-1-ethyl-6-[(3-iodopyrazol-1-yl)methyl]-4-oxo-pyridine-3-carboxylate